C1(CC1)COC=1C=CC2=C(C(=C(O2)C)C(=O)N[C@H](C(=O)N)CO)C1 (2S)-2-{[5-(cyclopropylmethoxy)-2-methyl-1-benzofuran-3-yl]formamido}-3-hydroxypropanamide